CN1[C@@H](CN[C@@H](C1)C)C (2R,5R)-1,2,5-Trimethylpiperazine